heptadecan-9-yl 8-((2-hydroxyethyl)(4-(((nonyloxy)carbonyl)oxy)butyl)amino)octanoate OCCN(CCCCCCCC(=O)OC(CCCCCCCC)CCCCCCCC)CCCCOC(=O)OCCCCCCCCC